C1(CCCCC1)N1CCN(C2=CC=CC=C12)C(CCN1CCCC1)=O 1-(4-cyclohexyl-3,4-dihydroquinoxaline-1(2H)-yl)-3-(pyrrolidin-1-yl)propan-1-one